(S)-2-(3-(5-Amino-6-(isothiazol-5-yl)pyrazin-2-yl)-4-methylphenyl)-3,3,3-trifluoropropane-1,2-diol, trifluoroacetate salt FC(C(=O)O)(F)F.NC=1N=CC(=NC1C1=CC=NS1)C=1C=C(C=CC1C)[C@](CO)(C(F)(F)F)O